NC1=C(C=CC=C1)C=1SC2=C(N1)C=CC=C2 (2-aminophenyl)benzothiazole